CN([C@@H]1CC[C@H](CC1)C(=O)NC=1N=CC2=CC=C(C=C2C1)C1=CN=C(O1)C)C trans-4-(dimethylamino)-N-(6-(2-methyloxazol-5-yl)isoquinolin-3-yl)cyclohexane-1-carboxamide